ClC1=C(C=C(C=C1)N(C1CCC2(CCN(CC2)C(=O)OC(C)(C)C)CC1)C)N1C(NC(CC1)=O)=O tert-butyl 9-((4-chloro-3-(2,4-dioxotetrahydropyrimidin-1(2H)-yl)phenyl)(methyl)amino)-3-azaspiro[5.5]undecane-3-carboxylate